C(C)(=O)C1=C(C=C(C=C1)Cl)C1=CC(N(C=C1OC)C(C(=O)NC=1C=C2C=NC=NC2=CC1)CC1=NN(C=C1)C1CC1)=O 2-(4-(2-acetyl-5-chlorophenyl)-5-methoxy-2-oxopyridin-1(2H)-yl)-3-(1-cyclopropyl-1H-pyrazol-3-yl)-N-(quinazolin-6-yl)propionamide